3-((1-((2,4-dimethyl-6-oxo-1,6-dihydropyrimidin-5-yl)methyl)-6-oxo-4-(1,1,2,2-tetrafluoroethyl)-1,6-dihydropyrimidin-5-yl)oxy)-2,5-dimethylbenzonitrile CC=1NC(C(=C(N1)C)CN1C=NC(=C(C1=O)OC=1C(=C(C#N)C=C(C1)C)C)C(C(F)F)(F)F)=O